CC1=CC=C(C=C1)S(=O)(=O)N[C@H](C(=O)N1CCOCC1)C(C)C (S)-4-methyl-N-(3-methyl-1-morpholino-1-oxobutan-2-yl)benzenesulfonamide